ICCCCO[Si](C)(C)C(C)(C)C (4-iodo-butoxy)-tert-butyldimethylsilane